(chlorodifluoromethyl)pyridin-4-amine ClC(F)(F)C1=NC=CC(=C1)N